5-(4-chloro-2-fluorophenyl)-7-((2S)-2-(2-methoxy-4-pyridinyl)-4-morpholinyl)-2-methylpyrido[3,4-b]pyrazine ClC1=CC(=C(C=C1)C1=NC(=CC=2C1=NC=C(N2)C)N2C[C@@H](OCC2)C2=CC(=NC=C2)OC)F